3,3'-(benzylidene)bis(1-methyl-1H-indole) C(C1=CC=CC=C1)(C1=CN(C2=CC=CC=C12)C)C1=CN(C2=CC=CC=C12)C